O=C1C(N(CC1)C(=O)OC(C)(C)C)CC=1N=C(SC1)C1=CC=CC=C1 Tert-Butyl 3-oxo-2-((2-phenyl-1,3-thiazol-4-yl)methyl)pyrrolidine-1-carboxylate